COC(\C=C\CN1CC2(CC1)CCNCC2)=O.C(#N)C2=CC(=NC(=C2)S(=O)(=O)C)NC2=CC(=NC=C2C2=NN(C=C2)C)NC(C)=O N-(4-((4-cyano-6-(methylsulfonyl)pyridin-2-yl)amino)-5-(1-methyl-1H-pyrazol-3-yl)pyridin-2-yl)acetamide methyl-(E)-4-(2,8-diazaspiro[4.5]decane-2-yl)but-2-enoate